N-[(6-Amino-2-pyridyl)sulfonyl]-6-[2-(2-isopropoxyethoxy)-6-methyl-4-pyridyl]-2-[(4S)-2,2,4-trimethylpyrrolidin-1-yl]pyridin-3-carboxamid NC1=CC=CC(=N1)S(=O)(=O)NC(=O)C=1C(=NC(=CC1)C1=CC(=NC(=C1)C)OCCOC(C)C)N1C(C[C@@H](C1)C)(C)C